C(C)(C)OC=1C=C2C(NN(C(C2=CC1OC)=O)C)=O 6-isopropoxy-7-methoxy-2-methyl-2,3-dihydrophthalazine-1,4-dione